methyl 4-(5-bromo-6-formylpyridin-2-yl)-1-methyl-1H-1,2,3-triazole-5-carboxylate BrC=1C=CC(=NC1C=O)C=1N=NN(C1C(=O)OC)C